NC1CN(CC1)C1=NC(=CC(=N1)N1CC=2C(=NC=CC2C1=O)C1=C(C=CC=C1OC(F)(F)F)F)C 2-(2-(3-aminopyrrolidin-1-yl)-6-methylpyrimidin-4-yl)-4-(2-fluoro-6-(trifluoromethoxy)phenyl)-2,3-dihydro-1H-pyrrolo[3,4-c]pyridin-1-one